N1=C(C=C2N1C=CC=C2)[C@H]2N(CCC1=C2N=CN1)C(=O)C1=C(N=CO1)C(F)(F)F (S)-(4-(pyrazolo[1,5-a]pyridin-2-yl)-6,7-dihydro-1H-imidazo[4,5-c]pyridin-5(4H)-yl)(4-(trifluoromethyl)oxazol-5-yl)methanone